4-((2S,5R)-4-(bis(4-bromophenyl)methyl)-2,5-dimethylpiperazin-1-yl)-2-methyl-1-(((S)-tetrahydrofuran-2-yl)methyl)-1H-[1,2,4]triazolo[3,4-b]purine BrC1=CC=C(C=C1)C(N1C[C@@H](N(C[C@H]1C)C=1C=2N=C(N(C2N2C(N1)=NN=C2)C[C@H]2OCCC2)C)C)C2=CC=C(C=C2)Br